CC1=CC2=C(OC3(C=NS2(=O)=O)CC3)N=C1OCCN1CCCCC1 8'-methyl-1',1'-dioxido-7'-(2-(piperidine-1-yl)-ethoxy)spiro[cyclopropane-1,4'-pyrido[2,3-b][1,4,5]oxathiazepin]